COC1=CC=C(N=N1)NC1=CC(=C(N=N1)C(=O)NC)NC1=NC=CC=C1S(=O)C 6-((6-methoxypyridazin-3-yl)amino)-N-methyl-4-((3-(methylsulfinyl)pyridin-2-yl)amino)pyridazine-3-carboxamide